ClCC1=CC2=C(N=C(N=C2N)NC2CCN(CC2)C)N=C1 6-(chloromethyl)-N2-(1-methylpiperidin-4-yl)pyrido[2,3-d]pyrimidine-2,4-diamine